((3S,4S,6R)-4-azido-6-((S)-1-(4-fluorophenyl)-1,2,3,4-tetrahydroisoquinoline-2-carbonyl)tetrahydro-2H-pyran-3-yl) ethanethioate C(C)(O[C@@H]1CO[C@H](C[C@@H]1N=[N+]=[N-])C(=O)N1[C@H](C2=CC=CC=C2CC1)C1=CC=C(C=C1)F)=S